2-methyl-butanoic acid, ethyl ester CC(C(=O)OCC)CC